(S)-5-(3-bromophenyl)-N-(1-cyclopropylethyl)-4H-1,2,4-triazole-3-carboxamide BrC=1C=C(C=CC1)C=1NC(=NN1)C(=O)N[C@@H](C)C1CC1